P(=O)(OC[C@H]1O[C@@]([C@@H]2OC(O[C@@H]21)(C)C)(C#N)C2=CC=C1C(=NC=NN12)N)(OC1=C(C=CC=C1)Cl)OCCOCCCCCCCCCCCCCCCC ((3aR,4R,6R,6aR)-6-(4-Aminopyrrolo[2,1-f][1,2,4]triazin-7-yl)-6-cyano-2,2-dimethyltetrahydrofuro[3,4-d][1,3]dioxol-4-yl)methyl (2-chlorophenyl) (2-(hexadecyloxy)ethyl) phosphate